OC(CC(=O)O)CCC.OC(CC(=O)O)CCC 3-hydroxyhexanoic acid (3-hydroxyhexanoate)